4-{5-[(5-methoxypyridin-2-yl)methoxy]-1,3-benzoxazol-2-yl}piperazine-1-carboxylic acid tert-butyl ester C(C)(C)(C)OC(=O)N1CCN(CC1)C=1OC2=C(N1)C=C(C=C2)OCC2=NC=C(C=C2)OC